N-(2,6-dioxo-3-piperidyl)tetralin-1-carboxamide O=C1NC(CCC1NC(=O)C1CCCC2=CC=CC=C12)=O